Butylaniline CCCCNC1=CC=CC=C1